NC=1C=C2C(=C(C=NC2=C(C1)Cl)C#N)NC(CC)C1=CC=CC=C1 6-amino-8-chloro-4-((1-phenylpropyl)amino)quinoline-3-carbonitrile